gamma-chloro-propylmethyldimethoxysilane ClCCC[Si](OC)(OC)C